2-(2,6-dioxopiperidin-3-yl)-4-(3-methyl-4-((3-(pyridin-2-yl)azetidin-1-yl)methyl)benzylamino)isoindoline-1,3-dione O=C1NC(CCC1N1C(C2=CC=CC(=C2C1=O)NCC1=CC(=C(C=C1)CN1CC(C1)C1=NC=CC=C1)C)=O)=O